CN1N=C(C=C1C(=O)OC)COS(=O)(=O)C methyl 1-methyl-3-{[(methylsulfonyl) oxy] methyl}-1H-pyrazole-5-carboxylate